5-methyl-4-nitro-perhydro-1,3,5-oxadiazine CN1C(NCOC1)[N+](=O)[O-]